4-methyl-1,2,5,6-tetrahydropyridine CC1=CCNCC1